COC1(CNC1)OC 3,3-dimethoxy-azetidine